3-(2-chloro-3-(5-(5-oxo-4-azaspiro[2.5]octan-4-yl)pyrimidin-2-yl)phenyl)piperidine-2,6-dione ClC1=C(C=CC=C1C1=NC=C(C=N1)N1C2(CC2)CCCC1=O)C1C(NC(CC1)=O)=O